2-ethoxycyclohex-2-en-1-one oxime C(C)OC=1C(CCCC1)=NO